N-{4-[(3S,5R)-3-amino-5-methylpiperidin-1-yl]-7-hydroxy-6,7-dihydro-5H-cyclopenta[b]pyridin-3-yl}-6-(2,6-difluorophenyl)-5-fluoropyridine-2-carboxamide N[C@@H]1CN(C[C@@H](C1)C)C1=C2C(=NC=C1NC(=O)C1=NC(=C(C=C1)F)C1=C(C=CC=C1F)F)C(CC2)O